3-hydroxypropionyl-coenzyme A OCCC(=O)SCCNC(CCNC([C@@H](C(COP(OP(OC[C@@H]1[C@H]([C@H]([C@@H](O1)N1C=NC=2C(N)=NC=NC12)O)OP(=O)(O)O)(=O)O)(=O)O)(C)C)O)=O)=O